CS(=O)(=O)OCC1=CC(=CC=2N1N=C(C2)CO[Si](C)(C)C(C)(C)C)C2CC2 (2-(((tert-butyldimethylsilyl)oxy)methyl)-5-cyclopropylpyrazolo[1,5-a]pyridin-7-yl)methyl methanesulfonate